FC=1C=C2C(C(=CN3C2=C(C1F)OCC3C)CN[C@@H]3CN(CCC3)C3=NC=CN=C3)=O 9,10-difluoro-3-methyl-6-((((S)-1-(pyrazin-2-yl)piperidin-3-yl)amino)methyl)-2H-[1,4]oxazino[2,3,4-ij]quinolin-7(3H)-one